(R)-2,3-dihydrobenzo[b][1,4]dioxine-2-carboxylic acid O1C2=C(OC[C@@H]1C(=O)O)C=CC=C2